Cl.O1C(=CC2=C1C=CC=C2)C(C(C)NC)=O 1-(benzofuran-2-yl)-2-(methyl-amino)propan-1-one hydrochloride